(4S,5S)-1,3-bis(3,5-bis(trimethylsilyl)benzyl)-2-(((4S,5S)-4,5-diphenylimidazolidin-2-ylidene)amino)-4,5-diphenyl-4,5-dihydro-1H-imidazol-3-ium chloride [Cl-].C[Si](C=1C=C(CN2C(=[N+]([C@H]([C@@H]2C2=CC=CC=C2)C2=CC=CC=C2)CC2=CC(=CC(=C2)[Si](C)(C)C)[Si](C)(C)C)N=C2N[C@H]([C@@H](N2)C2=CC=CC=C2)C2=CC=CC=C2)C=C(C1)[Si](C)(C)C)(C)C